3λ2-benzo[d]imidazol-2(1H)-one N1C([N]C2=C1C=CC=C2)=O